NC=1C(=C(C=C2C=C(N=CC12)NC(=O)[C@H]1[C@H]([C@@H]1C=1C=NN(C1)C)CC)C=1C=NC=C(C1C)N)F (1S,2S,3S)-N-(8-amino-6-(5-amino-4-methylpyridin-3-yl)-7-fluoroisoquinolin-3-yl)-2-ethyl-3-(1-methyl-1H-pyrazol-4-yl)cyclopropane-1-carboxamide